(R)-1-(5-(2-aminoethyl)-8,9-difluoro-6-oxo-1,4,5,6-tetrahydro-2H-pyrano[3,4-c]isoquinolin-1-yl)-3-(3-(difluoromethyl)-4-fluorophenyl)-1-methylurea NCCN1C(C=2C=C(C(=CC2C2=C1COC[C@@H]2N(C(=O)NC2=CC(=C(C=C2)F)C(F)F)C)F)F)=O